N-[(3R)-7-[(2,2-dimethylpropionylamino)carbamoyl]-4-oxo-3,5-dihydro-2H-1,5-benzothiazepine-3-Yl]carbamic acid benzyl ester C(C1=CC=CC=C1)OC(N[C@H]1CSC2=C(NC1=O)C=C(C=C2)C(NNC(C(C)(C)C)=O)=O)=O